OC=1C=C2CC[C@@H]([C@@H](C2=CC1)C1=CC=C(OCCCCN2CCN(CC2)C(COC=2C=CC3=C(SC=C3C3C(NC(CC3)=O)=O)C2)=O)C=C1)C1=CC=CC=C1 3-(6-(2-(4-(4-(4-((1R,2S)-6-Hydroxy-2-phenyl-1,2,3,4-tetrahydronaphthalen-1-yl)phenoxy)butyl)piperazin-1-yl)-2-oxoethoxy)benzo[b]thiophen-3-yl)piperidine-2,6-dione